1-(4-(8-chloro-6-fluoro-7-(2-fluoro-6-hydroxyphenyl)-1H-imidazo[4,5-c]quinolin-1-yl)piperidin-1-yl)prop-2-en-1-one ClC1=CC=2C3=C(C=NC2C(=C1C1=C(C=CC=C1O)F)F)N=CN3C3CCN(CC3)C(C=C)=O